FC(C(C(C(F)(F)F)(F)F)(F)F)(CCCCCCO)F 6-(perfluorobutyl)hexanol